tert-butyl (2R)-2-[(4-fluorophenyl)(methyl)carbamoyl]pyrrolidine-1-carboxylate FC1=CC=C(C=C1)N(C(=O)[C@@H]1N(CCC1)C(=O)OC(C)(C)C)C